C(CC(O)(C(=O)OCC(C(C)(C)C)CC)CC(=O)OCC(C(C)(C)C)CC)(=O)OCC(C(C)(C)C)CC Tri(2-ethyl-3,3-dimethyl-1-butyl) citrate